5-fluoropyrimidin-2-olate FC=1C=NC(=NC1)[O-]